3-(4-bromophenyl)-4-isopropoxycyclobut-3-ene-1,2-dione BrC1=CC=C(C=C1)C=1C(C(C1OC(C)C)=O)=O